2,2-dimethoxy-Acetphenone COC(C(=O)C1=CC=CC=C1)OC